5-Chloro-N-(3-chloro-5-(1,3-dioxolan-2-yl)phenyl)-3-(N-(4-ethoxy-3-methoxyphenyl)-N-methylsulfamoyl)thiophene-2-carboxamide ClC1=CC(=C(S1)C(=O)NC1=CC(=CC(=C1)C1OCCO1)Cl)S(N(C)C1=CC(=C(C=C1)OCC)OC)(=O)=O